2-Chloro-4-(1-oxo-3,4,6,7,8,9-hexahydropyrazino[1,2-a]indol-2(1H)-yl)nicotinaldehyde ClC1=C(C=O)C(=CC=N1)N1C(C=2N(C=3CCCCC3C2)CC1)=O